FC(C1=CC=C2C(=CC=NC2=C1)NC1=C(C=C(C=C1)F)OC)F 7-(difluoro-methyl)-N-(4-fluoro-2-methoxy-phenyl)quinolin-4-amine